CNCC1=CC=CC=C1 R-(-)-methylbenzylamine